tert-butyl (S)-2-(((5-(hydroxymethyl)isoxazol-3-yl)oxy)methyl)pyrrolidine-1-carboxylate OCC1=CC(=NO1)OC[C@H]1N(CCC1)C(=O)OC(C)(C)C